CC=1[C@H]2C([C@H](CC1)C2)(CCC=C(C)C)C trans-2,6-Dimethyl-6-(4-methylpent-3-enyl)-bicyclo[3.1.1]hept-2-ene